5-{2-acetamidoimidazo[1,2-b]pyridazin-6-yl}-2-methoxy-N,6-dimethyl-N-{[3-(trifluoromethoxy)phenyl]methyl}pyridine-3-carboxamide C(C)(=O)NC=1N=C2N(N=C(C=C2)C=2C=C(C(=NC2C)OC)C(=O)N(CC2=CC(=CC=C2)OC(F)(F)F)C)C1